methyl 2-(1-(2-(1,3-dioxolan-2-yl)-3-((4-methoxybenzyl)oxy)phenyl)-1H-pyrazol-4-yl)acetate O1C(OCC1)C1=C(C=CC=C1OCC1=CC=C(C=C1)OC)N1N=CC(=C1)CC(=O)OC